CCOC1CCC=CO1 2-ethoxy-3,4-dihydro-1,2-pyran